(S)-piperidin-3-yl-(4-(2-(trifluoromethyl)quinolin-4-yl)piperazin-1-yl)methanone N1C[C@H](CCC1)C(=O)N1CCN(CC1)C1=CC(=NC2=CC=CC=C12)C(F)(F)F